N-(3-(5-fluoropyridin-3-yl)-4-methylphenyl)-3-methyl-1-(5-methyl-1,3,4-oxadiazol-2-yl)-6-azabicyclo[3.1.1]heptane-6-carboxamide FC=1C=C(C=NC1)C=1C=C(C=CC1C)NC(=O)N1C2CC(CC1(C2)C=2OC(=NN2)C)C